C1[C@@H]([C@H]([C@@H](O[C@]1(C(=O)O)O[C@H]2[C@H]([C@H](O[C@H]([C@@H]2O)O[C@@H]3[C@H](O[C@H]([C@@H]([C@H]3O)O)O)CO)CO)O)[C@@H]([C@@H](CO)O)O)NC(=O)CO)O The molecule is alpha-Neup5Gc-(2->3)-beta-D-Galp-(1->4)-D-Glcp in which the anomeric configuration of the reducing-end glucose is beta. It has a role as an epitope.